O1CCC(CC1)C1=C(N=NC=C1)C(=O)N (tetrahydropyran-4-yl)pyridazine-3-carboxamide